4-(tert-Butyldimethylsiloxy)-2,3-dihydro-1H-inden-1-one O([Si](C)(C)C(C)(C)C)C1=C2CCC(C2=CC=C1)=O